2-(difluoromethoxy)-N4-(2-(dimethylamino)ethyl)-N4-methyl-N1-(4-(5'-methylspiro[cyclobutane-1,3'-pyrrolo[3,2-b]pyridin]-1'(2'H)-yl)pyrimidin-2-yl)-5-nitrobenzene-1,4-diamine FC(OC1=C(C=C(C(=C1)N(C)CCN(C)C)[N+](=O)[O-])NC1=NC=CC(=N1)N1CC2(C3=NC(=CC=C31)C)CCC2)F